2-Propyl-2-Hexyldecanoat C(CC)C(C(=O)[O-])(CCCCCCCC)CCCCCC